iodophenetole IC1=C(C=CC=C1)OCC